(S)-32-(((Allyloxy)carbonyl)amino)-26-oxo-2,5,8,11,14,17,20,23-octaoxa-27-azatritriacontan-33-oic acid C(C=C)OC(=O)N[C@@H](CCCCNC(CCOCCOCCOCCOCCOCCOCCOCCOC)=O)C(=O)O